ethyl 2-[4-(2-bromoacetyl)phenoxy]-2-methyl-propanoate BrCC(=O)C1=CC=C(OC(C(=O)OCC)(C)C)C=C1